2-tetradecylacrylate C(CCCCCCCCCCCCC)C(C(=O)[O-])=C